C\C(=C/C(=O)OCC)\C=C ethyl (E)-3-methylpenta-2,4-dienoate